ClC=1C(=C(C(=CC1N1CC(CC1)(C)N(C(C)C)C(C)C)F)S(=O)(=O)NC1=NC(=CC=C1)F)F 3-chloro-4-(3-(diisopropylamino)-3-methylpyrrolidin-1-yl)-2,6-difluoro-N-(6-fluoropyridin-2-yl)benzenesulfonamide